[Si](C)(C)(C(C)(C)C)OCCN1CCN(CC1)C=1C(=NC=C(C1)NC=1N=CC2=CC=NC(=C2C1)C=1C(=C2C=NN(C2=CC1)CC(C)(C)O)C)O 3-(4-(2-((tert-butyldimethylsilyl)oxy)ethyl)piperazin-1-yl)-5-((5-(1-(2-hydroxy-2-methylpropyl)-4-methyl-1H-indazol-5-yl)-2,6-naphthyridin-3-yl)amino)pyridin-2-ol